[Ru+2].ClC1C(C(C(CC1)(P(C1CCCCC1)C1CCCCC1)Cl)=CC1=CC=CC=C1)=C1N(CCN1C1=C(C=CC=C1C(C)C)C(C)C)C1=C(C=CC=C1C(C)C)C(C)C.[Ru+2] ruthenium (II) Dichloro[1,3-bis(2,6-diisopropylphenyl)-2-imidazolidinylidene](benzylidene)(tricyclohexylphosphine) ruthenium (II)